carbazole bipyridyl salt N1=C(C=CC=C1)C1=NC=CC=C1.C1=CC=CC=2C3=CC=CC=C3NC12